O1C(CC1)C1(CCN(CC1)CC1=CC=C(C=C1)NC(C)=O)CCC1=CSC=C1 N-(4-((4-(oxetan-2-yl)-4-(2-(thiophen-3-yl)ethyl)piperidin-1-yl)methyl)phenyl)acetamide